(E)-4-bromo-N-[4-(3-chloro-2-fluoro-anilino)-7-[2-[(1R,5S)-3-methyl-3-azabicyclo[3.1.0]hexane-1-yl]ethynyl]quinazolin-6-yl]but-2-enamide BrC/C=C/C(=O)NC=1C=C2C(=NC=NC2=CC1C#C[C@@]12CN(C[C@H]2C1)C)NC1=C(C(=CC=C1)Cl)F